N1(CCC[C@H]2CCCC[C@H]12)C([C@@H](CN1C(C2=CC=CC=C2C1=O)=O)N(CC1=C(C=C(C=C1)OC)OC)C1CC1)=O 2-[(2R)-3-[(4aR,8aS)-3,4,4a,5,6,7,8,8a-Octahydro-2H-quinolin-1-yl]-2-[cyclopropyl-[(2,4-dimethoxyphenyl)methyl]amino]-3-oxo-propyl]isoindoline-1,3-dione